FC1=NC=CC=C1C1=NOC(=C1)[Si](C)(C)C [3-(2-fluoro-3-pyridyl)isoxazol-5-yl]-trimethyl-silane